N-(4-((3-chloro-2-fluorophenyl)amino)-7-(((1R,5S)-3-(oxetan-3-yl)-3-azabicyclo[3.1.0]hexan-1-yl)ethynyl)quinazolin-6-yl)acrylamide ClC=1C(=C(C=CC1)NC1=NC=NC2=CC(=C(C=C12)NC(C=C)=O)C#C[C@@]12CN(C[C@H]2C1)C1COC1)F